Methyl (5-((2-amino-2,4-dimethylpent-3-en-1-yl)oxy)-4-(trifluoromethyl)-[2,4'-bipyridin]-2'-yl)carbamate NC(COC=1C(=CC(=NC1)C1=CC(=NC=C1)NC(OC)=O)C(F)(F)F)(C=C(C)C)C